The molecule is a chromenol that is 2,2-dimethyl-2H-chromen-8-ol substituted by a 3-(2,4-dihydroxyphenyl)-3-oxoprop-1-en-1-yl group at position 6 (the E-isomer). It is isolated from the stems of Erythrina abyssinica and displays moderate cytotoxic effect against human colorectal cancer cell line. It has a role as a metabolite and an antineoplastic agent. It is a member of chalcones, a member of resorcinols and a chromenol. CC1(C=CC2=C(O1)C(=CC(=C2)/C=C/C(=O)C3=C(C=C(C=C3)O)O)O)C